N-((S)-1-(((S)-1,1-bis(4-fluorophenyl)propan-2-yl)amino)-1-oxopropan-2-yl)-3-hydroxy-4-methoxypicolinamide FC1=CC=C(C=C1)C([C@H](C)NC([C@H](C)NC(C1=NC=CC(=C1O)OC)=O)=O)C1=CC=C(C=C1)F